C(#C)N(S(=O)(=O)C1=CC=C(C=C1)C)C1=CC(=CC=C1)OC N-ethynyl-N-(3-methoxyphenyl)-4-methylbenzenesulfonamide